C(#N)C=1C=C2C(=CNC2=CC1)CCCN1CCN(CC1)C(=O)C=1C=C(C=CC1OCC1COC1)S(=O)(=O)NC 3-[4-[3-(5-cyano-1H-indol-3-yl)propyl]piperazine-1-carbonyl]-4-(oxetan-3-ylmethoxy)-N-methylbenzenesulfonamide